Br.OC1N(C2=CC=CC=C2C1)O dihydroxyindoline hydrobromide salt